COC(=O)CC[Sn]CCC(=O)OC bis(beta-methoxycarbonylethyl)tin